FC1=C(C=C(C=C1)C=1CCCC2=C(C1C1=CC=C(C=C1)CC1CN(C1)CCCF)C=CC=C2)C 8-(4-Fluoro-3-methylphenyl)-9-(4-((1-(3-fluoropropyl)azetidin-3-yl)methyl)phenyl)-6,7-dihydro-5H-benzo[7]annulen